CC(C(=O)OCC=1C=NN(C1)CC1=CC=C(C=C1)O\C=C(\C(F)(F)F)/OCC)C [1-[[4-[[(1Z)-2-ethoxy-3,3,3-trifluoro-1-propen-1-yl]oxy]phenyl]methyl]-1H-pyrazol-4-yl]methyl 2-methylpropanoate